C(C(C)C)(=O)OCC(=CCCC=C)C 2-methyl-2,6-heptadienyl isobutyrate